(E)-N-(4-(1-(6-(4-(6-((2-(2,6-dioxopiperidin-3-yl)-1-oxoisoindolin-4-yl)thio)hexanoyl)piperazin-1-yl)pyridazine-3-carbonyl)piperidin-4-yl)butyl)-3-(pyridin-3-yl)acrylamide O=C1NC(CCC1N1C(C2=CC=CC(=C2C1)SCCCCCC(=O)N1CCN(CC1)C1=CC=C(N=N1)C(=O)N1CCC(CC1)CCCCNC(\C=C\C=1C=NC=CC1)=O)=O)=O